NCC(=O)O aminoethanoic acid